boron compound with sodium [Na].[B]